4,6-dichloroquinoline-3-carbaldehyde ClC1=C(C=NC2=CC=C(C=C12)Cl)C=O